C(CCC=C)N(C(OC(C)(C)C)=O)CC1=CC=CC=C1 tert-butyl N-(1-pent-4-enyl)-N-benzylcarbamate